IC=1C=C(C(=O)NC2=CC=C(C=C2)S(=O)(=O)N2CC(SCC2)C)C=CC1OC 3-Iodo-4-methoxy-N-(4-((2-methylthiomorpholino)sulfonyl)phenyl)benzamide